1-(6-fluoro-5-((((1r,3r)-3-(4-fluoro-3-(trifluoromethyl)phenoxy)cyclobutyl)amino)methyl)isoquinolin-8-yl)propane-1,3-diol FC=1C(=C2C=CN=CC2=C(C1)C(CCO)O)CNC1CC(C1)OC1=CC(=C(C=C1)F)C(F)(F)F